4-nitrophenyl 5-((bis(2-(pivaloylthio)ethoxy)phosphoryl)difluoromethyl)benzo[b]thiophene-2-carboxylate C(C(C)(C)C)(=O)SCCOP(=O)(OCCSC(C(C)(C)C)=O)C(C1=CC2=C(SC(=C2)C(=O)OC2=CC=C(C=C2)[N+](=O)[O-])C=C1)(F)F